BrC=1C2=CN(N=C2C=C(C1)C(=O)OC)C1COC1 methyl 4-bromo-2-(oxetan-3-yl)-2H-indazole-6-carboxylate